N-(tert-butyl)-3-((2-((4-(4-(((2-(2,6-dioxopiperidin-3-yl)-1,3-dioxoisoindolin-5-yl)methyl)(methyl)amino)piperidin-1-yl)phenyl)amino)-5-methylpyrimidin-4-yl)amino)benzenesulfonamide C(C)(C)(C)NS(=O)(=O)C1=CC(=CC=C1)NC1=NC(=NC=C1C)NC1=CC=C(C=C1)N1CCC(CC1)N(C)CC=1C=C2C(N(C(C2=CC1)=O)C1C(NC(CC1)=O)=O)=O